O=C1C2=C(NC(C3N1CCN(C3)C(COC3=C(C=C(C#N)C=C3C)C)=O)=O)C=CC(=C2)C2=CC(=CC=C2)C(F)(F)F 4-(2-(6,12-dioxo-8-(3-(trifluoromethyl)phenyl)-3,4,6,11,12,12a-hexahydrobenzo[e]pyrazino[1,2-a][1,4]diazepin-2(1H)-yl)-2-oxoethoxy)-3,5-dimethylbenzonitrile